O1C(=CC=C1)C1=NN2C(N=C(N=C2N)N2CC(CCC2)CN2CCN(CC2)C2=C(C=NC=C2)[N+](=O)[O-])=N1 2-(furan-2-yl)-5-(3-((4-(3-nitropyridin-4-yl)piperazin-1-yl)methyl)piperidin-1-yl)-[1,2,4]triazolo[1,5-a][1,3,5]triazine-7-amine